9-aminopelargonic acid NCCCCCCCCC(=O)O